2-allenyl-1,3-benzoxazole C(=C=C)C=1OC2=C(N1)C=CC=C2